3-chloro-5-fluoro-2-iodo-phenol ClC=1C(=C(C=C(C1)F)O)I